2-acrylamido-2-methylpropanesulphonate C(C=C)(=O)NC(CS(=O)(=O)[O-])(C)C